(R)-2-(4-(azepan-4-yloxy)pyrazolo[1,5-a]pyrazin-6-yl)-4-methyloxazole N1CC[C@@H](CCC1)OC=1C=2N(C=C(N1)C=1OC=C(N1)C)N=CC2